C1(OC(N2CC=3C=CC=CC3C[C@H]21)=O)=O (10AS)-10,10a-dihydro-5H-oxazolo[3,4-b]isoquinoline-1,3-dione